2-(3,5-dichlorophenyl)-4-(3-piperidinylmethyl)-thieno[2,3-d]pyridazine-7-carboxamide ClC=1C=C(C=C(C1)Cl)C1=CC=2C(=C(N=NC2CC2CNCCC2)C(=O)N)S1